(S)-pyrrolidine-3-methanol hydrochloride Cl.N1C[C@H](CC1)CO